(2R)-2-AMINO-2-(6-FORMYL(3-PYRIDYL))PROPANOIC ACID N[C@](C(=O)O)(C)C=1C=NC(=CC1)C=O